C(C)OC1=C(C(=CC(=C1)CN1CC2C(CC1)N(CC2)C2=CC=C(C(=O)O)C=C2)OCC)C2=CC=C(C=C2)F 4-(5-((2,6-diethoxy-4'-fluoro-[1,1'-biphenyl]-4-yl)methyl)octahydro-1H-pyrrolo[3,2-c]pyridin-1-yl)benzoic acid